N-[5-[4-[[3-(2-isopropylphenyl)-4-oxo-thiazolidin-2-ylidene]carbamoylamino]phenyl]-2-[4-(trifluoromethoxy)phenyl]-1,2,4-triazol-3-yl]cyclopropanecarboxamid C(C)(C)C1=C(C=CC=C1)N1C(SCC1=O)=NC(=O)NC1=CC=C(C=C1)C=1N=C(N(N1)C1=CC=C(C=C1)OC(F)(F)F)NC(=O)C1CC1